1-(1-(6,7-Difluoro-4-oxo-3,4-dihydrophthalazin-1-yl)ethyl)-3-(3-(difluoromethyl)-4-fluorophenyl)-1-methylurea FC=1C=C2C(NN=C(C2=CC1F)C(C)N(C(=O)NC1=CC(=C(C=C1)F)C(F)F)C)=O